3-methyl-6-(trifluoromethyl)-1H-pyrrolo[3,2-b]pyridin CC1=CNC=2C1=NC=C(C2)C(F)(F)F